C(C)(C)(C)OC(=O)N1CCC(CC1)C1=C(C(=C(C=C1F)N)C(C)=O)F 4-(3-acetyl-4-amino-2,6-difluorophenyl)piperidine-1-carboxylic acid tert-butyl ester